C(C)OC(C1=C(C=CC=C1)C=1C(=CC=CC1)S(=O)(=O)N)[2H] 2'-(ethoxydeuteromethyl)-[1,1'-biphenyl]-2-sulfonamide